C([C@@H]([C@@H]([C@H]([C@H](C=O)O)O)O)O)O L-(-)-mannose